[Na].N[C@@H](C)C(=O)O Alanin Sodium